methyl (2S)-2-[5-(hydroxymethyl)-1-oxo-1,3-dihydro-2H-isoindol-2-yl]-3-methylbutanoate OCC=1C=C2CN(C(C2=CC1)=O)[C@H](C(=O)OC)C(C)C